(2S)-2-aminopropane-1-ol N[C@H](CO)C